(4aR,5R,7aR)-1-(4,6-dimethylpyrimidin-2-yl)-5-Methyloctahydro-6H-pyrrolo[3,4-b]pyridine-6-carboxylic acid tert-butyl ester C(C)(C)(C)OC(=O)N1C[C@@H]2N(CCC[C@@H]2[C@H]1C)C1=NC(=CC(=N1)C)C